NC1=C(C(=NC=N1)NC1=CC(=C2N(C1=O)C1(CCN(CC1)CC(F)(F)F)NC2=O)C)OC 6-((6-amino-5-methoxypyrimidin-4-yl)amino)-8-methyl-1'-(2,2,2-trifluoroethyl)-2H-spiro[imidazo[1,5-a]pyridine-3,4'-piperidine]-1,5-dione